FC(C=1C=CC(=NC1)N1CCC(CC1)CC(=O)O)(F)F 2-{1-[5-(Trifluoromethyl)pyridin-2-yl]piperidin-4-yl}acetic acid